C(C)OC1=C(C=NC=C1)C(=O)N 4-ethoxypyridine-3-carboxamide